7-((3-fluoropyridin-2-yl)((tetrahydro-2H-pyran-4-yl)amino)methyl)quinolin-8-ol (Z)-tert-butyl-3-((hydroxyimino)methyl)azetidine-1-carboxylate C(C)(C)(C)C1N(CC1\C=N/O)C(=O)OC=1C(=CC=C2C=CC=NC12)C(NC1CCOCC1)C1=NC=CC=C1F